3-(4-hydroxybut-2-yn-1-yl)azetidine-1-carboxylic acid tert-butyl ester C(C)(C)(C)OC(=O)N1CC(C1)CC#CCO